(S)-2-chloro-N-(5-chloro-6-(2H-1,2,3-triazol-2-yl)pyridin-3-yl)-8-(difluoromethyl)-8-methyl-7,8-dihydro-6H-pyrazolo[1,5-a]pyrrolo[2,3-e]pyrimidine-6-carboxamide ClC1=NN2C(N=CC3=C2[C@@](CN3C(=O)NC=3C=NC(=C(C3)Cl)N3N=CC=N3)(C)C(F)F)=C1